F[C@@H]1[C@H](C[C@@]2(CC(C[C@H]1N2)C)C)N(C2=CN=C(N=N2)C2=C(C=C(C=C2)N2C=NC=C2)O)C 2-(6-(((1S,3S,4S,5R)-4-fluoro-1,7-dimethyl-9-azabicyclo[3.3.1]nonan-3-yl)(methyl)amino)-1,2,4-triazin-3-yl)-5-(1H-imidazol-1-yl)phenol